calcium phosphorus silicate [Si]([O-])([O-])([O-])[O-].[P+3].[Ca+2]